1-(2-(2-methoxy-5-nitrophenylamino)pyrimidin-4-yl)-3-methyl-1H-pyrazole-4-carboxylic acid COC1=C(C=C(C=C1)[N+](=O)[O-])NC1=NC=CC(=N1)N1N=C(C(=C1)C(=O)O)C